ClC1=NC2=CC(=CC=C2C(N1COCC[Si](C)(C)C)=O)Cl 2,7-dichloro-3-((2-(trimethylsilyl)ethoxy)methyl)quinazolin-4(3H)-one